tert-butyl (2R,3S,4S)-4-[(2-methoxyethoxy)methoxy]-3-[({2-[(1r,3s)-3-hydroxycyclobutyl]ethyl}carbamoyl)oxy]-2-{[4-(1,3-thiazol-5-yl)phenyl]methyl}pyrrolidine-1-carboxylate COCCOCO[C@@H]1[C@H]([C@H](N(C1)C(=O)OC(C)(C)C)CC1=CC=C(C=C1)C1=CN=CS1)OC(NCCC1CC(C1)O)=O